C(C)(C)OC(CCCCCCCO)O Isopropoxyoctylenglycol